N-((1R,2S)-2-fluorocyclopropyl)-8-(methylamino)-6-((2-carbonylpyridin-1(2H)-yl)amino)imidazo[1,2-b]pyridazine-3-carboxamide F[C@@H]1[C@@H](C1)NC(=O)C1=CN=C2N1N=C(C=C2NC)NN2C(C=CC=C2)=C=O